FC1=CC2=C(N(C(N2C)=O)C2=NC(=NS2)C)C=C1 5-fluoro-3-methyl-1-(3-methyl-1,2,4-thiadiazol-5-yl)benzimidazol-2-one